CN1CCN(CC1)CC1=CC=C(C(=O)N2CCC3(C(C3)CNC(=O)N3CC=4C=NC=CC4C3)CC2)C=C1 N-[[6-[4-[(4-methylpiperazin-1-yl)methyl]benzoyl]-6-azaspiro[2.5]octan-2-yl]methyl]-1,3-dihydropyrrolo[3,4-c]pyridine-2-carboxamide